5-(5-ethyl-7-fluoro-3,4-dihydro-1H-pyrido[4,3-b]indol-2-yl)-2-morpholino-1,3-benzoxazole C(C)N1C2=C(C=3C=CC(=CC13)F)CN(CC2)C=2C=CC1=C(N=C(O1)N1CCOCC1)C2